COC1=C(C=NC(=C1)C(F)(F)F)[C@@H]1CN2[C@H](CO1)CN(CC2)C(=O)OC(C)(C)C tert-butyl (3R,9aS)-3-(4-methoxy-6-(trifluoromethyl)pyridin-3-yl)hexahydropyrazino[2,1-c][1,4]oxazine-8(1H)-carboxylate